ClC1=C(C=C(C=C1)F)C1NC(C2=C1C(=CC1=CN(N=C21)CC)NC(C2=CC(=CC(=C2)C(F)(F)F)F)=O)=O N-(6-(2-chloro-5-fluorophenyl)-2-ethyl-8-oxo-2,6,7,8-tetrahydropyrrolo[3,4-g]indazol-5-yl)-3-fluoro-5-(trifluoromethyl)benzamide